C[Se]C methyl selenoether